C(C)(C)(C)OC(=O)N[C@H](C(=O)NC=1C=C(C=C(C1)F)CCCCCC(=O)OC)CCC(N)=O methyl 6-[3-[(2S)-2-[(tert-butoxycarbonyl)amino]-4-carbamoylbutanamido]-5-fluorophenyl]hexanoate